methyl 2-[(1R*,2S*,5S*)-3-[(2,3-difluorophenyl)methyl]-4-oxo-3-azabicyclo[3.1.0]hexan-2-yl]acetate FC1=C(C=CC=C1F)CN1[C@H]([C@@H]2C[C@@H]2C1=O)CC(=O)OC |o1:10,11,13|